5-(3-(2-chlorophenyl)morpholino)-3-methyl-N-((R,E)-4-(methylsulfonyl)but-3-en-2-yl)pyrazine-2-carboxamide ClC1=C(C=CC=C1)C1COCCN1C=1N=C(C(=NC1)C(=O)N[C@H](C)\C=C\S(=O)(=O)C)C